NC1=C2C(=NC=N1)N(N=C2C=2C=CC1=C(N=C(O1)N)C2)C(C)C 5-(4-amino-1-isopropyl-1H-pyrazolo[3,4-d]pyrimidin-3-yl)benzo[d]oxazol-2-amine